C1(CC1)C=1C=C(C(=C(C1)O)C=1C=2N(C(=NN1)N[C@H]1CN(C[C@@H](C1)F)C)C=CC2)F 5-cyclopropyl-3-fluoro-2-(4-{[(3r,5r)-5-fluoro-1-methylpiperidin-3-yl]amino}pyrrolo[1,2-d][1,2,4]triazin-1-yl)phenol